N-(2-(3-((2-(4-methoxypiperidin-1-yl)pyrimidin-4-yl)amino)-8-((2R,3S)-2-methyl-3-((methylsulfonyl)methyl)azetidin-1-yl)isoquinolin-5-yl)propan-2-yl)acrylamide COC1CCN(CC1)C1=NC=CC(=N1)NC=1N=CC2=C(C=CC(=C2C1)C(C)(C)NC(C=C)=O)N1[C@@H]([C@H](C1)CS(=O)(=O)C)C